(5-chloro-8-quinolinoxy)malonic acid methyl ethyl ester C(C)OC(C(C(=O)OC)OC=1C=CC(=C2C=CC=NC12)Cl)=O